2-(4-bromophenyl)pyrimidine-4,6-diol BrC1=CC=C(C=C1)C1=NC(=CC(=N1)O)O